propionic acid 2,6-dichlorophenyl ester ClC1=C(C(=CC=C1)Cl)OC(CC)=O